C1(=CC=CC=C1)COC=1C(=NC=C(N1)Br)I (Phenylmethoxy)-5-bromo-2-iodopyrazine